N-(4-((4-((2-(2-aminoethoxy)ethoxy)carbamoyl)phenyl)carbamoyl)benzyl)-N-cyclopropyl-3-oxo-3,4-dihydro-2H-benzo[b][1,4]oxazine-7-carboxamide 2,2,2-trifluoroacetate FC(C(=O)O)(F)F.NCCOCCONC(=O)C1=CC=C(C=C1)NC(=O)C1=CC=C(CN(C(=O)C=2C=CC3=C(OCC(N3)=O)C2)C2CC2)C=C1